[N+](=O)([O-])C=1C(=C(C=CC1)F)F 3-nitro-1,2-difluorobenzene